1-(4-(3-Aminobenzo[d]isoxazol-4-yl)-3-chloro-2-fluorophenyl)-3-(3-(trifluoromethoxy)phenyl)urea NC1=NOC2=C1C(=CC=C2)C2=C(C(=C(C=C2)NC(=O)NC2=CC(=CC=C2)OC(F)(F)F)F)Cl